methyl 2-[[2-[[2-chloro-3-[2-chloro-3-(3-fluoro-4-formyl-5-methoxy-phenyl)phenyl]phenyl]carbamoyl]-4,5,6,7-tetrahydropyrazolo[1,5-a]pyridin-4-yl]amino]acetate ClC1=C(C=CC=C1C1=C(C(=CC=C1)C1=CC(=C(C(=C1)OC)C=O)F)Cl)NC(=O)C1=NN2C(C(CCC2)NCC(=O)OC)=C1